3-[difluoro(methoxy)methyl]-6-[6-[1-(difluoromethyl)propoxy]-3-pyridyl]-[1,2,4]triazolo[4,3-a]pyrazine FC(C1=NN=C2N1C=C(N=C2)C=2C=NC(=CC2)OC(CC)C(F)F)(OC)F